CN(\C=C(/C(=O)OC)\C1CN(C1)C(=O)OC(C)(C)C)C tert-butyl (Z)-3-(1-(dimethylamino)-3-methoxy-3-oxoprop-1-en-2-yl)azetidine-1-carboxylate